2-(3,5-dimethylpiperazin-1-yl)-4-ethoxy-N-(8-fluoro-2-methylimidazo[1,2-a]pyridin-6-yl)pyrimidine-5-carboxamide hydrochloride Cl.CC1CN(CC(N1)C)C1=NC=C(C(=N1)OCC)C(=O)NC=1C=C(C=2N(C1)C=C(N2)C)F